ClC1=CC2=C(C(=N1)C1CCOCC1)N(C(N2C)=O)C 6-chloro-1,3-dimethyl-4-(tetrahydro-2H-pyran-4-yl)-1,3-dihydro-2H-imidazo[4,5-c]pyridin-2-one